tert-butyl (S)-(1-(4-carbamoylphenyl)-3-hydroxypropan-2-yl)carbamate C(N)(=O)C1=CC=C(C=C1)C[C@@H](CO)NC(OC(C)(C)C)=O